N[C@H]1C[C@@H](CC[C@@H]2N(C1=O)[C@@H](CC2)C(=O)OCC2=CC=CC=C2)O benzyl (3S,6S,8R,10aR)-6-amino-8-hydroxy-5-oxodecahydropyrrolo[1,2-a]azocine-3-carboxylate